tetrahydropyran-2-methanol O1C(CCCC1)CO